1-(4-((4-chloro-7-cyclopropoxyquinazoline-6-yl)oxy)piperidin-1-yl)prop-2-en-1-one ClC1=NC=NC2=CC(=C(C=C12)OC1CCN(CC1)C(C=C)=O)OC1CC1